cyclohexane-1,4-dicarboxylic acid di-n-hexyl ester C(CCCCC)OC(=O)C1CCC(CC1)C(=O)OCCCCCC